tert-Butyl 2-(2',3'-dihydrospiro[cyclohexane-1,1'-inden]-4-ylidene)acetate C12(CCC3=CC=CC=C13)CCC(CC2)=CC(=O)OC(C)(C)C